Cl.COCC1=NN2C(S1)=NC(=C2CN)C [2-(methoxymethyl)-6-methyl-imidazo[2,1-b][1,3,4]thiadiazol-5-yl]methylamine hydrochloride salt